Methyl 2-((4-chloro-3-fluoro-2-formylphenyl)amino)-4,5-difluorobenzoate ClC1=C(C(=C(C=C1)NC1=C(C(=O)OC)C=C(C(=C1)F)F)C=O)F